(R)-N-(3-iodo-1-(6-(3-methoxytetrahydrofuran-3-yl)-4-methylpyridin-2-yl)-1H-pyrrolo[3,2-c]Pyridin-6-yl)acetamide pyridinium [NH+]1=CC=CC=C1.IC1=CN(C2=C1C=NC(=C2)NC(C)=O)C2=NC(=CC(=C2)C)[C@]2(COCC2)OC